C(C1=CC=CC=C1)OC(=O)N[C@H](C(=O)O)CC (S)-2-(((benzyloxy)carbonyl)amino)butanoic acid